tert-butyl (S,E)-2-(2-(N-((1,2,3,5,6,7-hexahydro-s-indacen-4-yl)carbamoyl) sulfamoyl)vinyl)-2-methylpyrrolidine-1-carboxylate C1CCC2=C(C=3CCCC3C=C12)NC(=O)NS(=O)(=O)/C=C/[C@]1(N(CCC1)C(=O)OC(C)(C)C)C